COC(C1CCN(CC1)C1=CC=C(C=C1)C1C2(CCC3=CC(=CC=C13)O)CCCC2)OC 1'-(4-(4-(Dimethoxymethyl)piperidin-1-yl)phenyl)-3',4'-dihydro-1H-spiro[cyclopentane-1,2'-naphthalen]-6'-ol